C(C)(C)(C)OC(=O)N1[C@@H](CCC1)CCC=O (S)-2-(3-oxopropyl)pyrrolidine-1-carboxylic acid tert-butyl ester